N-(4-fluorobenzyl)-3-(2-(pyridin-2-yl)vinyl)-1H-indazol-5-amine FC1=CC=C(CNC=2C=C3C(=NNC3=CC2)C=CC2=NC=CC=C2)C=C1